2-((3R,4R,6R)-4-(3,4-difluoro-2-methoxyphenyl)-6-methyl-6-(trifluoromethyl)tetrahydro-2H-pyran-3-yl)-5-(1,4-dimethyl-1H-imidazol-2-yl)-1,6-naphthyridin-4(1H)-one FC=1C(=C(C=CC1F)[C@H]1[C@@H](CO[C@](C1)(C(F)(F)F)C)C=1NC2=CC=NC(=C2C(C1)=O)C=1N(C=C(N1)C)C)OC